6-chloro-3-[1-(2-ethylsulfanyl-6-fluoro-3-methyl-4-oxo-chromen-8-yl)ethylamino]pyridine-2-carboxylic acid ClC1=CC=C(C(=N1)C(=O)O)NC(C)C=1C=C(C=C2C(C(=C(OC12)SCC)C)=O)F